FC=1C=C(C=C(C1)F)CNC(=O)[C@]1(C(N(CC1)C=1C=C2C=C(NC2=CC1)C(=O)O)=O)O 5-[(3R)-3-{[(3,5-difluorophenyl)methyl]carbamoyl}-3-hydroxy-2-oxopyrrolidin-1-yl]-1H-indole-2-carboxylic acid